((((((1R,2S,5R)-2-carbamoyl-7-oxo-1,6-diazabicyclo[3.2.1]oct-6-yl) oxy) sulfonyl) oxy) methyl)-2-methylpropane-1,3-diyl dibenzoate C(C1=CC=CC=C1)(=O)OC(C(COC(C1=CC=CC=C1)=O)C)COS(=O)(=O)ON1[C@@H]2CC[C@H](N(C1=O)C2)C(N)=O